1-amino-2,3-dihydro-1H-indene-4-carbonitrile hydrochloride Cl.NC1CCC=2C(=CC=CC12)C#N